N[C@H](CC(C)C)C(=O)[O-] D-leucinate